ClC1=C(C=CC(=C1)[C@@H]1C([C@H]1C1=CC=C(C=C1)OC)(Cl)Cl)F trans-2-chloro-4-(2,2-dichloro-3-(4-methoxyphenyl)cyclopropyl)-1-fluorobenzene